6,7-dimethoxy-3-((4-methoxyphenyl)sulfonyl)quinolin COC=1C=C2C=C(C=NC2=CC1OC)S(=O)(=O)C1=CC=C(C=C1)OC